C1(CC1)C1=NC=NC(=C1C1=NC=C(C(=N1)NCC1=CC(=C(C=C1)N1N=C(C=C1C1CC1)C(F)(F)F)F)P(C)(C)=O)OC (4'-Cyclopropyl-4-((4-(5-cyclopropyl-3-(trifluoromethyl)-1H-pyrazol-1-yl)-3-fluorobenzyl)amino)-6'-methoxy[2,5'-bipyrimidin]-5-yl)dimethylphosphine oxide